o-propargyl-propionyl-biphenyl C(C#C)C1=C(C=CC=C1C(CC)=O)C1=CC=CC=C1